(1R,2S,3S)-3-(2-(Benzyloxy)ethyl)-2-((diethyl(phenyl)silyl)methyl)-2-methylcyclobutan-1-ol C(C1=CC=CC=C1)OCC[C@@H]1[C@]([C@@H](C1)O)(C)C[Si](C1=CC=CC=C1)(CC)CC